1-[(E)-4-aminobut-2-enyl]-2-[(2-ethyl-5-methyl-pyrazole-3-carbonyl)amino]-7-methoxy-benzimidazole-5-carboxamide hydrochloride Cl.NC/C=C/CN1C(=NC2=C1C(=CC(=C2)C(=O)N)OC)NC(=O)C=2N(N=C(C2)C)CC